C(C)(C)(C)OC(=O)N1C[C@]2(C[C@H]1C(N)=O)C(NC1=CC(=CC=C12)C(F)(F)F)=O (3R,5'S)-5'-carbamoyl-2-oxo-6-(trifluoromethyl)spiro[indoline-3,3'-pyrrolidine]-1'-carboxylic acid tert-butyl ester